3-fluoro-5-(2-(4-((3aR,6aS)-hexahydrocyclopenta[c]pyrrol-2(1H)-yl)phenyl)thiazol-4-yl)-2-hydroxybenzaldehyde FC=1C(=C(C=O)C=C(C1)C=1N=C(SC1)C1=CC=C(C=C1)N1C[C@@H]2[C@H](C1)CCC2)O